N-(2-pyridyl)benzenesulfonamide N1=C(C=CC=C1)NS(=O)(=O)C1=CC=CC=C1